ClC1=C2CCN(CC2=CC=N1)C(=O)C=1N=C(C2=C(N1)OC(=C2)C)NC2(CC2)C (5-chloro-1,2,3,4-tetrahydro-2,6-naphthyridine-2-carbonyl)-6-methyl-N-(1-methylcyclopropyl)furo[2,3-d]pyrimidin-4-amine